FC(C1=C(OC=2CCC3=CN(N=C3C21)C[C@@H]2OCCOC2)C(=O)O)F 8-(difluoromethyl)-2-{[(2S)-1,4-dioxan-2-yl]methyl}-4,5-dihydro-2H-furo[2,3-g]indazole-7-carboxylic acid